P(OC(C(C1=CC(=C(C=C1C(C)(C)C)C(C)(C)C)C)C1=CC(=C(C=C1C(C)(C)C)C(C)(C)C)C)=C)([O-])[O-] 2-methylenebis(3-methyl-4,6-di-tert-butylphenyl)-2-ethyl phosphite